lithium 2-((3R,5R)-4-(tert-butoxycarbonyl)-3,5-dimethylpiperazin-1-yl)butanoate C(C)(C)(C)OC(=O)N1[C@@H](CN(C[C@H]1C)C(C(=O)[O-])CC)C.[Li+]